CC1=CC=C(C=C1)SC=1C=C2CCCC(C2=CC1)=O 6-[(4-methylphenyl)thio]-1,2,3,4-tetrahydronaphthalen-1-one